COC1=CC=C2C3=C(N(C2=C1)CCCCN)C(=NC=C3)C 7-methoxy-1-methyl-9H-pyrido[3,4-b]indole-9-butylamine